3-bromo-4-chloro-N-(2-methoxy-6-methylphenyl)-N-methylbenzamide BrC=1C=C(C(=O)N(C)C2=C(C=CC=C2C)OC)C=CC1Cl